4-(((2-(2,6-dioxopiperidin-3-yl)-1-oxoisoindol-5-yl)amino)methyl)cyclohexane-1-carboxylic acid O=C1NC(CCC1N1C(C2=CC=C(C=C2C1)NCC1CCC(CC1)C(=O)O)=O)=O